2-(6-Bromo-4-methyl-1H-indazol-1-yl)-N,N-dimethylethan-1-amine BrC1=CC(=C2C=NN(C2=C1)CCN(C)C)C